ClC=1C=CC2=C([C@@H](C[C@@H](O2)C(=O)NC23CC(C2)(C3)N3N=CC(=C3)CN3C[C@H](CC3)OC(F)(F)F)O)C1 (2R,4R)-6-chloro-4-hydroxy-N-[3-(4-{[(3S)-3-(trifluoromethoxy)pyrrolidin-1-yl]methyl}-1H-pyrazol-1-yl)bicyclo[1.1.1]pentan-1-yl]-3,4-dihydro-2H-1-benzopyran-2-carboxamide